COC1=NC2=CC=CC=C2C=C1C1=CN=C(N1)[C@H](CCCCCC(CC)=O)NC(=O)[C@H]1C[C@@]12CN(CC2)C (1S,3S)-N-((S)-1-(5-(2-methoxyquinolin-3-yl)-1H-imidazol-2-yl)-7-oxononyl)-5-methyl-5-azaspiro[2.4]heptane-1-carboxamide